9'-(4-([1,1'-biphenyl]-2-yl)-2,5,6-tri(9H-carbazol-9-yl)pyridin-3-yl)-9'H-9,3':6',9''-tercarbazole C1(=C(C=CC=C1)C1=C(C(=NC(=C1N1C2=CC=CC=C2C=2C=CC=CC12)N1C2=CC=CC=C2C=2C=CC=CC12)N1C2=CC=CC=C2C=2C=CC=CC12)N1C2=CC=C(C=C2C=2C=C(C=CC12)N1C2=CC=CC=C2C=2C=CC=CC12)N1C2=CC=CC=C2C=2C=CC=CC12)C1=CC=CC=C1